N-(3-(Benzo[d][1,3]dioxol-5-yl)-1-methyl-1H-indol-6-yl)-3-(imidazo[1,2-b]pyridazin-3-ylethynyl)-4-methylbenzamide O1COC2=C1C=CC(=C2)C2=CN(C1=CC(=CC=C21)NC(C2=CC(=C(C=C2)C)C#CC2=CN=C1N2N=CC=C1)=O)C